OC(CN)CN 2-hydroxy-1,3-propylenediamine